1-(((R)-7-((2S,4R)-2-(2-fluorophenyl)-4-(methylamino)piperidine-1-carbonyl)-7-azaspiro[4.5]dec-10-yl)methyl)-4-(2-methoxyphenyl)pyridin-2(1H)-one FC1=C(C=CC=C1)[C@H]1N(CC[C@H](C1)NC)C(=O)N1CC2(CCCC2)[C@@H](CC1)CN1C(C=C(C=C1)C1=C(C=CC=C1)OC)=O